The molecule is a phosphatidylcholine 40:5 in which the acyl groups at C-1 and C-2 are octadecanoyl and (4Z,7Z,10Z,13Z,16Z)-docosapentaenoyl respectively. It derives from an octadecanoic acid and a (4Z,7Z,10Z,13Z,16Z)-docosa-4,7,10,13,16-pentaenoic acid. CCCCCCCCCCCCCCCCCC(=O)OC[C@H](COP(=O)([O-])OCC[N+](C)(C)C)OC(=O)CC/C=C\\C/C=C\\C/C=C\\C/C=C\\C/C=C\\CCCCC